[Si](C)(C)(C)CCCNC(=O)NCCC[Si](C)(C)C N,N'-Bis(3-TMSPropyl)Urea